C(C1=CC=CC=C1)C1=NC=NN1[C@@H]1C(N(C2=C(SC1)C=NC(=C2)N(C)C)C)=O (R)-5-Benzyl-N-(8-(dimethylamino)-1-methyl-2-oxo-1,2,3,4-Tetrahydropyrido[3,4-b][1,4]thiazepin-3-yl)-1H-1,2,4-triazole